quinoline-4(2H)-one hydrochloride Cl.N1CCC(C2=CC=CC=C12)=O